FC=1C=C(C=CC1)C(C(=O)NC=1SC=CN1)N1CC2=NC=C(C=C2C1=O)C1=CC=C(C=C1)C1CCN(CC1)C 2-(3-fluorophenyl)-2-(3-(4-(1-methylpiperidin-4-yl)phenyl)-5-oxo-5,7-dihydro-6H-pyrrolo-[3,4-b]pyridin-6-yl)-N-(thiazol-2-yl)acetamide